N1C(=NC2=C1C=CC=C2)CNCCC=2OC(=CN2)C(=O)NCC2=NC=CC=C2F 2-{2-[(1H-1,3-Benzodiazol-2-ylmethyl)amino]ethyl}-N-[(3-fluoropyridin-2-yl)methyl]-1,3-oxazole-5-carboxamide